tungsten-copper-cobalt [Co].[Cu].[W]